FC(OC1=CC=CC=2C(N([C@H]3C=4N([C@@H](C21)C3)C3=C(N4)C=CC(=C3)C#CC3CC(C3)(C)O)C([2H])([2H])[2H])=O)F (7R,14R)-1-(difluoromethoxy)-11-((3-hydroxy-3-methylcyclobutyl)ethynyl)-6-(methyl-d3)-6,7-dihydro-7,14-methanobenzo[f]benzo[4,5]imidazo[1,2-a][1,4]diazocin-5(14H)-one